ClC1=CC=C(C=C1)[C@@H]1N(C(CC2=CC(=C(C=C12)OC(C)C)OC)=O)C1=CC=C(C=C1)N(C(OC(C)(C)C)=O)C tert-butyl N-[4-[(1S)-1-(4-chlorophenyl)-7-isopropoxy-6-methoxy-3-oxo-1,4-dihydroisoquinolin-2-yl]phenyl]-N-methyl-carbamate